aminodihydroxysilicon N[Si](O)O